[Si](C1=CC=CC=C1)(C1=CC=CC=C1)(C(C)(C)C)OC[C@H](C(=O)C1C(OC(OC1=O)(C)C)=O)NC(OC(C)(C)C)=O tert-butyl N-[(1R)-1-[[tert-butyl(diphenyl)silyl]oxymethyl]-2-(2,2-dimethyl-4,6-dioxo-1,3-dioxan-5-yl)-2-oxo-ethyl]carbamate